NC1=NC(=NC(=N1)NCCC1=CC=CC=C1)C(C(C(F)(F)F)(F)F)(F)F 2-amino-4-phenethylamino-6-heptafluoropropyl-1,3,5-triazine